(S)-4-(6-(3,5-dimethylisoxazol-4-yl)-1-(1-(pyridin-2-yl)ethyl)-2-(trifluoromethyl)-1H-pyrrolo[3,2-b]pyridin-3-yl)-3-fluorobenzoic acid CC1=NOC(=C1C=1C=C2C(=NC1)C(=C(N2[C@@H](C)C2=NC=CC=C2)C(F)(F)F)C2=C(C=C(C(=O)O)C=C2)F)C